ClC1=C(C=C(C=C1C)OCCO)C 2-(4-chloro-3,5-xylyloxy)ethanol